C(C)(C)C1=CC=C(C(=O)N2CCC(CC2)C(=O)O)C=C1 1-(4-isopropylbenzoyl)piperidine-4-carboxylic acid